ClC1=C(C(=C(C=C1OC)OC)Cl)C1=NC=C2C=C(N=CC2=C1)NC1=C(C=C(C=C1C)N1CCN(CC1)CC)NC(C=C)=O N-(2-((7-(2,6-dichloro-3,5-dimethoxyphenyl)-2,6-naphthyridin-3-yl)amino)-5-(4-ethylpiperazin-1-yl)-3-methylphenyl)acrylamide